dichloro-nickel (II) Cl[Ni]Cl